O=C1N(C[C@@H](C1)CCC)[C@@H](C(=O)O)CC (2R)-2-[(4R)-2-oxo-4-propylpyrrolidin-yl]butyric acid